tert-butyl 3-((8-((tert-butoxycarbonyl)(2,6-difluorophenyl)amino)-3-isopropylimidazo[1,2-b]pyridazin-6-yl)thio)piperidine-1-carboxylate C(C)(C)(C)OC(=O)N(C=1C=2N(N=C(C1)SC1CN(CCC1)C(=O)OC(C)(C)C)C(=CN2)C(C)C)C2=C(C=CC=C2F)F